OCC1=CC=C(C=C1)CO 1,4-bis(hydroxymethyl)benzene